FC=1C(NC(N(C1)[C@H]1C[C@@H]2OP(OC[C@H]2O1)(=O)OCCCCCCC)=O)=O 5-Fluoro-1-((4aR,6R,7aS)-2-(heptyloxy)-2-oxotetrahydro-4H-furo[3,2-d][1,3,2]dioxaphosphorin-6-yl)pyrimidine-2,4(1H,3H)-dione